C1(CC1)C(C(C=1OC2=C(N1)C=C(C=C2)CN2C(NC(C2)C(F)(F)F)=O)NC(=O)C2=CC=NN2CC[C@@H](C(F)(F)F)O)C2CC2 N-(2,2-dicyclopropyl-1-(5-((2-oxo-4-(trifluoromethyl)imidazolidin-1-yl)methyl)benzo[d]oxazol-2-yl)ethyl)-1-((S)-4,4,4-trifluoro-3-hydroxybutyl)-1H-pyrazole-5-carboxamide